NC1(CC1)CNC(OC(C)(C)C)=O tert-butyl ((1-aminocyclopropyl) methyl)carbamate